N1(CCC1)C(=O)N1[C@H]([C@H](CCC1)NC(C(=O)N(C)C)=O)COC1CCN(CC1)C1=NC=C(C=N1)F N~2~-[cis-1-(azetidine-1-carbonyl)-2-({[1-(5-fluoropyrimidin-2-yl)piperidin-4-yl]oxy}methyl)piperidin-3-yl]-N~1~,N~1~-dimethylethanediamide